CN1N=C(C(=C1)C1=C(C=C(C=C1)C1=NNC(OC1)=O)C(F)(F)F)C 5-[4-(1,3-dimethyl-1H-pyrazol-4-yl)-3-(trifluoromethyl)phenyl]-3,6-dihydro-2H-1,3,4-oxadiazin-2-one